CC1(OC2=CC(=CC(=C2C2C1CCC(=C2)C(=O)O[Si](C)(C)C)O[Si](C)(C)C)CCCCC)C Trimethylsilyl 6,6-dimethyl-3-pentyl-1-trimethylsilyloxy-6a,7,8,10a-tetrahydrobenzo[c]chromene-9-carboxylate